ClC1=CC2=C(N=C(S2)C(CC#N)O)C=C1 3-(6-Chlorobenzothiazol-2-yl)-3-hydroxypropionitrile